NC=1C(NC2=C(C(=CN=C2C1C1=C2C=NNC2=C(C=C1)F)C1CCC1)C)=O 3-Amino-7-cyclobutyl-4-(7-fluoro-1H-indazol-4-yl)-8-methyl-1H-1,5-naphthyridin-2-one